FC1=C(C(=CC=C1)OC)C1=NC=CC2=C1CN(C2=O)C2=NC(=CC(=C2)C)N[C@H]2CN[C@H](C2)CO 4-(2-fluoro-6-methoxyphenyl)-2-(6-(((3R,5R)-5-(hydroxymethyl)pyrrolidin-3-yl)amino)-4-methylpyridin-2-yl)-2,3-dihydro-1H-pyrrolo[3,4-c]pyridin-1-one